(S)-N-((S)-1-(6-((R)-3-fluoropyrrolidin-1-yl)pyridin-3-yl)ethyl)-2-methylpropan-2-sulfinamide F[C@H]1CN(CC1)C1=CC=C(C=N1)[C@H](C)N[S@@](=O)C(C)(C)C